BrC1=C(C=CC=C1)[C@H]1CC(N=C([Se]1)C1=CC=CC=C1)=O (R)-6-(2-Bromophenyl)-2-phenyl-5,6-dihydro-4H-1,3-selenazin-4-one